(S)-1-trityl-aziridine-2-carboxylic acid lithium salt [Li+].C(C1=CC=CC=C1)(C1=CC=CC=C1)(C1=CC=CC=C1)[N@@]1C(C1)C(=O)[O-]